ClC1=CC2=C(N(C(N=C2N2CC3CCCC(C2)N3C(C=C)=O)=O)C=3C(=NC=CC3C)C(C)C)N=C1C1=C(C=CC=C1)F (M)-6-chloro-7-(2-fluorophenyl)-1-(4-methyl-2-(2-propanyl)-3-pyridinyl)-4-(9-(2-propenoyl)-3,9-diazabicyclo[3.3.1]nonan-3-yl)pyrido[2,3-d]pyrimidin-2(1H)-one